ClC1=NC(=CC(=C1)CN1CCOCC1)C1=C(C=CC(=C1)[N+](=O)[O-])F 4-((2-chloro-6-(2-fluoro-5-nitrophenyl)pyridin-4-yl)methyl)morpholine